COC1=C(C#N)C=C(C=C1OC)N1C=NC(=C1)[N+](=O)[O-] 2,3-dimethoxy-5-(4-nitro-1H-imidazol-1-yl)benzonitrile